2-amino-4-bromo-pyridin-3-ol NC1=NC=CC(=C1O)Br